O[C@@H]1[C@@H](CC12CCN(CC2)C(CN2C(CCCC2)=O)=O)[C@@H]2N1C(C3=CC=CC=C23)=CN=C1 1-(2-((1R,2S)-1-hydroxy-2-((S)-5H-imidazo[5,1-a]isoindol-5-yl)-7-azaspiro[3.5]nonan-7-yl)-2-oxoethyl)piperidin-2-one